C(CCC)OC(C1(C(CC(C=C1)(NNS(=O)(=O)CC1=CC=CC=C1)C1=CC=CC=C1)=C)C1=CC=CC=C1)=O (E)-2-methylene-1,4-diphenyl-4-(2-toluenesulfonylhydrazino)benzoic acid butyl ester